C1(CCCC1)N1CCC1 1-cyclopentylazetidin